O-acetamidophenylacetic acid C(C)(=O)NOC(CC1=CC=CC=C1)=O